6-Methyl-3,4,5,6-tetrahydropyridin-2-amine hydrochloride Cl.CC1CCCC(=N1)N